N-(benzo[d]thiazol-5-ylmethyl)-4-(2-(4-(trifluoromethyl)phenyl)-2H-pyrazolo[3,4-d]pyrimidin-4-yl)piperazine-2-carboxamide S1C=NC2=C1C=CC(=C2)CNC(=O)C2NCCN(C2)C=2C=1C(N=CN2)=NN(C1)C1=CC=C(C=C1)C(F)(F)F